[Mn](=O)(=O)(=O)[O-].[Mg+2].[Mn](=O)(=O)(=O)[O-] Magnesium permanganat